3-(4'-carbonylphenyl)-4-methyl-7-diethylaminocoumarin C(=O)=C1CC=C(C=C1)C=1C(OC2=CC(=CC=C2C1C)N(CC)CC)=O